(5R,7R)-3-(iodomethyl)-3,7-dimethyl-2-oxa-8-azaspiro[4.5]decane-8-carboxylic acid tert-butyl ester C(C)(C)(C)OC(=O)N1[C@@H](C[C@@]2(CC(OC2)(C)CI)CC1)C